N(C1=CC=CC=C1)C1=NC(=NC(=N1)N(CCO)CCO)NC=1C=C(C(=CC1)C=CC=1C(=CC(=CC1)NC1=NC(=NC(=N1)NC1=CC=CC=C1)N(CCO)CCO)S(=O)(=O)O)S(=O)(=O)O 4,4'-bis[(4-anilino-6-[bis(2-hydroxyethyl)amino]-1,3,5-triazin-2-yl)amino]stilbene-2,2'-disulfonic acid